O=C1NC(CCC1N1C(N(C2=C1C=CC=C2C2CN(C2)CC2CCC(CC2)OC[C@@H](C)NC(OC(C)(C)C)=O)C)=O)=O tert-butyl N-[(1R)-2-[4-[[3-[1-(2,6-dioxo-3-piperidyl)-3-methyl-2-oxo-benzimidazol-4-yl] azetidin-1-yl]methyl]cyclohexoxy]-1-methyl-ethyl]carbamate